2-(5-(4-chlorophenyl)-2-(ethylsulfanyl)pyrazolo[1,5-a]pyrimidin-3-yl)-3-methyl-6-(trifluoromethyl)-3H-imidazo[4,5-c]pyridine ClC1=CC=C(C=C1)C1=NC=2N(C=C1)N=C(C2C2=NC1=C(C=NC(=C1)C(F)(F)F)N2C)SCC